(3-hydroxypropyl)ammonia OCCCN